C(C)(C)(C)OC(=O)N/C(/N1[C@@H](CCC1)C1=NC(=NO1)C1=CC(=C(C=C1)OCC=CCCCC)C(F)(F)F)=N\C(OC(C)(C)C)=O tert-butyl ((1E)-((tert-butoxycarbonyl)amino)((S)-2-(3-(4-(hept-2-en-1-yloxy)-3-(trifluoromethyl)phenyl)-1,2,4-oxadiazol-5-yl)pyrrolidin-1-yl)methylene)carbamate